C1(C=CCCCCCCCCCCCCO1)=O PENTADECENE-1,15-OLIDE